5-(3-methyl-3H-pyrrolo[2,3-c]isoquinolin-8-yl)-2-((1-methylpiperidin-4-yl)ethynyl)thiazole CN1C=CC2=C1N=CC=1C=CC(=CC21)C2=CN=C(S2)C#CC2CCN(CC2)C